C(C1=CC=CC=C1)OC(=O)N1[C@H](C[C@@H]([C@H](C1)N=[N+]=[N-])O)C (2S,4S,5S)-5-azido-4-hydroxy-2-methylpiperidine-1-carboxylic acid benzyl ester